C(C=C)(=O)N1CC2(C1)CN(CC2)C2=NC(=NC(=C2C#N)C2=C1C=NNC1=CC=C2C)OCC=2C=NC(=NC2)OC 4-(2-acryloyl-2,6-diazaspiro[3.4]octan-6-yl)-2-((2-methoxypyrimidin-5-yl)methoxy)-6-(5-methyl-1H-indazol-4-yl)pyrimidine-5-carbonitrile